3-(((S)-oxetan-2-yl)methyl)-3H-imidazo[4,5-b]pyridin-5-carboxylic acid O1[C@@H](CC1)CN1C=NC=2C1=NC(=CC2)C(=O)O